trisstearyl-sorbitol triphosphite P(O)(O)O.P(O)(O)O.P(O)(O)O.C(CCCCCCCCCCCCCCCCC)[C@@](C(O)(CCCCCCCCCCCCCCCCCC)CCCCCCCCCCCCCCCCCC)(O)[C@@H](O)[C@H](O)[C@H](O)CO